(R)-propiolactone C1(CCO1)=O